2-((2-(3-(tert-Butyl)phenyl)-4-cyano-1H-pyrrolo[2,3-c]pyridin-5-yl)thio)-2-methylpropanoic acid C(C)(C)(C)C=1C=C(C=CC1)C1=CC=2C(=CN=C(C2C#N)SC(C(=O)O)(C)C)N1